N1-(4-chlorobenzyl)-N5-(2,4-dichlorobenzyl)-biguanide ClC1=CC=C(CNC(=N)NC(=N)NCC2=C(C=C(C=C2)Cl)Cl)C=C1